2-((1-(4-cyanophenyl)-5-methyl-1H-indol-2-yl)methylene)malonic acid diethyl ester C(C)OC(C(C(=O)OCC)=CC=1N(C2=CC=C(C=C2C1)C)C1=CC=C(C=C1)C#N)=O